CN1N=NN=C1N1C(=NC2=C1C=CC=C2)OCC2=CC=CC(=N2)N 6-(((1-(1-methyl-1H-tetrazol-5-yl)-1H-benzo[d]imidazol-2-yl)oxy)methyl)pyridin-2-amine